BrC1=C2C=CC(=CC2=CC=C1)C(=O)OC methyl 5-bromo-2-naphthoate